2-hydroxypropyl-oxy-2-2-hydroxyethyl-ethyltetrabromophthalate OC(COC(CCCO)C1(C(=O)[O-])C(C(=O)[O-])C(=C(C(=C1Br)Br)Br)Br)C